(1S,2R,3S)-N-[6-[4-((3S,4S)-4-fluoro-3-methyl-tetrahydrofuran-3-yl)piperazin-1-yl]-7-methyl-3-isoquinolyl]-2-methyl-3-(1-methylpyrazol-4-yl)cyclopropanecarboxamide F[C@H]1[C@@](COC1)(C)N1CCN(CC1)C=1C=C2C=C(N=CC2=CC1C)NC(=O)[C@H]1[C@@H]([C@@H]1C=1C=NN(C1)C)C